Lithium 6-(3-((1,2,3,4-tetrahydroisoquinoline-2-carbonyl)oxy)propyl)chromane-2-carboxylate C1N(CCC2=CC=CC=C12)C(=O)OCCCC=1C=C2CCC(OC2=CC1)C(=O)[O-].[Li+]